N-(2,2-difluoroethyl)-5-(2-(((1-fluorocyclohexyl)methyl)amino)-7H-pyrrolo[2,3-d]pyrimidin-5-yl)pyrazolo[1,5-a]pyridine-3-carboxamide FC(CNC(=O)C=1C=NN2C1C=C(C=C2)C2=CNC=1N=C(N=CC12)NCC1(CCCCC1)F)F